C(C)(C)(C)OC(=O)NC(C(=O)O)CNC=1SC(=C(N1)C1=CC(=C(C=C1)Cl)Cl)CC(C)C 2-(tert-butoxycarbonylamino)-3-(4-(3,4-dichlorophenyl)-5-isobutylthiazol-2-ylamino)propanoic acid